CC1=C(C=C(C(=C1)OC(C)C)C(C)C)C(=C)C1=CC=C(C(=O)OC)C=C1 Methyl 4-{1-[2-methyl-5-(propan-2-yl)-4-(propan-2-yloxy)phenyl]ethenyl}benzoate